FC(C1CCC(CC1)C(=O)N1C[C@@H](C([C@@H](C1)OCC1=CC=CC=C1)OCC1=CC=CC=C1)OCC1=CC=CC=C1)F ((1s,4S)-4-(difluoromethyl)cyclohexyl)((3S,4R,5R)-3,4,5-tris(benzyloxy)piperidin-1-yl)methanone